3-[(3R)-3-[(6-chloro-5-methyl-1,2,4-triazin-3-yl)amino]-1-piperidyl]propan-1-ol ClC1=C(N=C(N=N1)N[C@H]1CN(CCC1)CCCO)C